nickel-manganese lithium manganese oxide [O-2].[Mn+2].[Li+].[Mn+2].[Ni+2]